1-((1H-pyrrolo[2,3-b]pyridin-4-yl)methyl)-3-(4-methoxy-3-(pentyloxy)phenyl)tetrahydropyrimidin-2(1H)-one N1C=CC=2C1=NC=CC2CN2C(N(CCC2)C2=CC(=C(C=C2)OC)OCCCCC)=O